BrC1=CC=CC=2S(C=CC21)(=O)=O 4-bromobenzo[b]thiophene 1,1-dioxide